(S)-4-(5-(5-fluoro-2-methoxypyridin-4-yl)-1H-pyrazole-3-carbonyl)-N-((4-hydroxy-bicyclo[2.2.1]heptan-1-yl)methyl)-4-azaspiro[2.5]octane-7-carboxamide FC=1C(=CC(=NC1)OC)C1=CC(=NN1)C(=O)N1C2(CC2)C[C@H](CC1)C(=O)NCC12CCC(CC1)(C2)O